O1N=C(C=2CCC=3C=CC=NC3C21)C(=O)OCC ethyl 4,5-dihydroisoxazolo[4,5-h]quinoline-3-carboxylate